Lanthanum tris(N,N'-diisopropylformamidine) C(C)(C)NC=NC(C)C.C(C)(C)NC=NC(C)C.C(C)(C)NC=NC(C)C.[La]